ClC1=NC=C(C(=C1)C1=C(C=NC(=C1)C)C(=O)NC=1SC=2CN(CCC2N1)C1CCC(CC1)O)OC 2'-chloro-N-(5-(4-hydroxycyclohexyl)-4,5,6,7-tetrahydrothiazolo[5,4-c]pyridin-2-yl)-5'-methoxy-6-methyl-[4,4'-bipyridine]-3-carboxamide